ClC1=C(C=CC=C1Cl)C1=NNC2=NC(=NC(=C21)C(=O)N)N2CCC1(CCNC1)CC2 3-(2,3-Dichlorophenyl)-6-(2,8-diazaspiro[4.5]decan-8-yl)-1H-pyrazolo[3,4-d]pyrimidine-4-carboxamide